[6-[[1-(trifluoromethyl)imidazol-2-yl]methyl]-2,6-diazaspiro[3.3]heptan-2-yl]-[6-[3-(trifluoromethyl)-1,2,4-triazol-1-yl]-2-azaspiro[3.3]heptan-2-yl]methanone FC(N1C(=NC=C1)CN1CC2(CN(C2)C(=O)N2CC3(C2)CC(C3)N3N=C(N=C3)C(F)(F)F)C1)(F)F